2-((2,4-dimethoxybenzyl)amino)quinolin-7-ol COC1=C(CNC2=NC3=CC(=CC=C3C=C2)O)C=CC(=C1)OC